6-bromo-5-methyl-pyridin-3-ol BrC1=C(C=C(C=N1)O)C